Methyl-1-(chloroethyl)-cyclohexyl-1-nitrosourea CNC(N(N=O)C1(CCCCC1)CCCl)=O